2,5-dimethoxy-4-(s)-butylsulfanyl-N-hydroxyphenylethylamine COC1=C(C=C(C(=C1)SCCCC)OC)CCNO